FC(C(C(F)(F)F)(O)C(F)(F)F)(F)F 1,1,1,3,3,3-hexafluoro-2-trifluoromethyl-2-propanol